ClC1=C(C=CC=C1OC)C=1C(NC(N(C1C)CC1=C(C=CC=C1C)F)=O)=O 5-(2-chloro-3-methoxy-phenyl)-1-(2-fluoro-6-methyl-benzyl)-6-methyl-1H-pyrimidine-2,4-dione